4,5-dichloro-N-(5-(4-methylpiperazin-1-yl)-2-(trifluoromethoxy)phenyl)-1,2-dihydropyrimidin-2-amine ClC1=NC(NC=C1Cl)NC1=C(C=CC(=C1)N1CCN(CC1)C)OC(F)(F)F